COC1=C(CNC2=CC=CC=3N=NN(C(C32)=O)C3C(NC(CC3)=O)=O)C=C(C=C1)OC 3-(5-((2,5-dimethoxybenzyl)amino)-4-oxobenzo[d][1,2,3]triazin-3(4H)-yl)piperidine-2,6-dione